(2R,3S)-2-(4-(cyclopentylamino)phenyl)-N-(4-methyl-3-(trifluoromethyl)phenyl)-1-(thieno[2,3-c]pyridin-7-yl)piperidine-3-carboxamide C1(CCCC1)NC1=CC=C(C=C1)[C@@H]1N(CCC[C@@H]1C(=O)NC1=CC(=C(C=C1)C)C(F)(F)F)C=1N=CC=C2C1SC=C2